CC1=NN(C2=CC(=CC=C12)NC(C1=CC=C(C=C1)C=1C=NC=CC1)=O)CCC1CCN(CC1)C N-(3-methyl-1-(2-(1-METHYLPIPERIDIN-4-yl)ethyl)-1H-indazol-6-yl)-4-(pyridin-3-yl)benzamide